N12CN3CN(CN(C1)C3)C2 1,3,5,7-tetraazatricyclo[3.3.1.13,7]decane